C(C)N1C2=C([C@H]([C@H](C1=O)NC(C1=CC(=CC=C1)C(F)(F)F)=O)C1=CC=C(C=C1)F)C(=NN2C2=CC=CC=C2)C=O |o1:5,6| rel-N-((4R,5R)-7-ethyl-4-(4-fluorophenyl)-3-formyl-6-oxo-1-phenyl-4,5,6,7-tetrahydro-1H-pyrazolo[3,4-b]pyridine-5-yl)-3-(trifluoromethyl)benzamide